ClC1=CC=C2C(=CNC2=C1)SCC1=NNC(=C1)C1=CC(=CC=C1)Cl 6-chloro-3-(((5-(3-chlorophenyl)-1H-pyrazol-3-yl)methyl)thio)-1H-indole